trans-methyl 4-(2-(cis-3-(trifluoromethoxy)cyclobutanecarbonyl)hydrazinecarbonyl)cyclohexanecarboxylate FC(O[C@H]1C[C@H](C1)C(=O)NNC(=O)[C@@H]1CC[C@H](CC1)C(=O)OC)(F)F